magnesium myristoyl sarcosinate N(C)CC(=O)OC(CCCCCCCCCCCCC)=O.[Mg]